C[SiH](C(C(C(F)(F)F)(C(F)(F)F)O)C=C)C(C(C(F)(F)F)(O)C(F)(F)F)C=C methyldi(1,1,1-trifluoro-2-trifluoromethyl-2-hydroxypent-4-enyl)silane